C(CC)C(CCN)CCC 3-propylhexylamine